C1(CCCC1)CCC1=NC(=NO1)C1=CC2=C(N(C=N2)CCCNC2=C(C=CC=C2)C)C=C1 3-(5-(5-(2-cyclopentylethyl)-1,2,4-oxadiazol-3-yl)-1H-benzo[d]imidazol-1-yl)-N-(o-tolyl)propylamine